FC1=CC=C(C=C1)C(=C1CCN(CC1)C(=O)C1=NN2C(N=CC(=C2)Br)=C1)C1=CC=C(C=C1)F (4-(Bis(4-fluorophenyl)methylene)piperidin-1-yl)(6-bromopyrazolo[1,5-a]pyrimidin-2-yl)methanone